(S)-N-(1-cyanocyclopropyl)-4-(5-(5-fluoro-2-methoxypyridin-4-yl)-1H-pyrazole-3-carbonyl)-4-azaspiro[2.5]octane-7-carboxamide C(#N)C1(CC1)NC(=O)[C@H]1CCN(C2(CC2)C1)C(=O)C1=NNC(=C1)C1=CC(=NC=C1F)OC